C(C)C1=NC(=NO1)C=1C=C2CC[C@H](C2=CC1)NC(=O)C1=CC(N(C=C1)C)=O (R)-N-(5-(5-ethyl-1,2,4-oxadiazol-3-yl)-2,3-dihydro-1H-inden-1-yl)-1-methyl-2-oxo-1,2-dihydropyridine-4-carboxamide